ClC=1C=CC(=C(C1)C=1C=C2C=NNC(C2=CC1)=O)OC 6-(5-chloro-2-methoxyphenyl)-2H-phthalazin-1-one